N-[4-[isopentyl(methyl)amino]-6-phenoxy-pyrimidin-2-yl]benzenesulfonamide C(CC(C)C)N(C1=NC(=NC(=C1)OC1=CC=CC=C1)NS(=O)(=O)C1=CC=CC=C1)C